2-amino-5-bromothiazole NC=1SC(=CN1)Br